2-amino-2-(8-bromophthalazin-1-yl)acetonitrile NC(C#N)C1=NN=CC2=CC=CC(=C12)Br